N1=CC=CC=2CC[C@H]3N(C12)CCNC3 (R)-6,6a,7,8,9,10-hexahydro-5H-pyrazino[1,2-a][1,8]naphthyridine